ClC=1C(=C(CNC([C@H](CCC)NC(CN2N=C(C3=CC=CC=C23)C(=O)N)=O)=O)C=CC1)F (S)-1-(2-((1-((3-chloro-2-fluorobenzyl)amino)-1-oxopent-2-yl)amino)-2-oxoethyl)-1H-indazole-3-carboxamide